FC1=CC2=CC=CC=C2C(=C1)B(O)O 2-FLUORONAPHTHALENE-4-BORONIC ACID